N-(1,3-difluoropropan-2-yl)-6-methoxy-5-({6-[(1R,2S)-5'-methoxy-2'-oxo-1',2'-dihydrospiro[cyclopropane-1,3'-indol]-2-yl]-1H-indazol-3-yl}amino)pyridine-2-carboxamide FCC(CF)NC(=O)C1=NC(=C(C=C1)NC1=NNC2=CC(=CC=C12)[C@@H]1C[C@@]12C(NC1=CC=C(C=C21)OC)=O)OC